N-(4-{6-azabicyclo[3.1.1]heptan-6-yl}-3-fluorophenyl)-2-(pyrrolidin-1-yl)-5-(2,2,2-trifluoroethyl)oxazole-4-carboxamide C12CCCC(N1C1=C(C=C(C=C1)NC(=O)C=1N=C(OC1CC(F)(F)F)N1CCCC1)F)C2